7-(7,7-difluoro-2-((2S,3R)-3-hydroxy-2-methylazetidin-1-yl)-6,7-dihydro-5H-cyclopenta[d]pyrimidin-4-yl)-3,4-dihydro-2H-benzo[b][1,4,5]oxathiazepine 1,1-dioxide FC1(CCC2=C1N=C(N=C2C=2C=CC1=C(OCCNS1(=O)=O)C2)N2[C@H]([C@@H](C2)O)C)F